2-Amino-7-fluoro-4-[8-fluoro-6-methyl-2-[[(2S)-1-methylpyrrolidin-2-yl]methoxy]-7-quinolyl]benzothiophene-3-carbonitrile NC=1SC2=C(C1C#N)C(=CC=C2F)C2=C(C=C1C=CC(=NC1=C2F)OC[C@H]2N(CCC2)C)C